COC(=O)C1=CN=CN1C 1-methyl-imidazole-5-carboxylic acid methyl ester